(3r,4r)-4-({6-[2-hydroxy-4-(trifluoromethyl)phenyl]-5-methyl-1,2,4-triazin-3-yl}amino)-1-(methylsulfonyl)pyrrolidin-3-ol OC1=C(C=CC(=C1)C(F)(F)F)C1=C(N=C(N=N1)N[C@H]1[C@@H](CN(C1)S(=O)(=O)C)O)C